NC=1C=CC2=C(C(=CO2)C2C(NC(CC2)=O)=O)C1 3-(5-aminobenzofuran-3-yl)piperidine-2,6-dione